CC=1C=NN(C1)C1=CC=C(C(=N1)NC=1C=C2CC[C@@H](C2=CC1)NC(C)=O)[N+](=O)[O-] (S)-N-(5-((6-(4-methyl-1H-pyrazol-1-yl)-3-nitropyridin-2-yl)amino)-2,3-dihydro-1H-inden-1-yl)acetamide